C1(CC1)OC=1C=CC(=NC1)S(=O)(=O)N1CCC2(CCC(C2)N2CCOCC2)CC1 4-(8-((5-Cyclopropoxy-pyridin-2-yl)sulfonyl)-8-azaspiro[4.5]dec-2-yl)morpholine